COC=1C=C(C(=O)Cl)C=C(C1)OC 3,5-dimethoxybenzoyl chloride